1-(3,3-difluoropropyl)-1H-1,2,4-triazole-3-carboxylic acid FC(CCN1N=C(N=C1)C(=O)O)F